NC1=C(C(=O)NNC(C2=CC=CC=C2)=O)C=C(C=N1)Br 2-amino-N'-benzoyl-5-bromonicotinoyl-hydrazine